CC1(C=2C3=C(C=CC2N(C12C=NC1=C(O2)C=CC2=CC=C(C=C21)OC)CCO)C=CC=C3)C 1,1-dimethyl-3-hydroxyethyl-9'-methoxyspiro[benz[e]-indoline-2,3'-[3H]-naphtho[2,1-b][1,4]oxazine]